tert-Butyl [(trans-4-{[5-(2,6-dichlorophenyl)-1-trityl-1H-indazol-3-yl]carbamoyl}cyclohexyl)methyl]carbamate ClC1=C(C(=CC=C1)Cl)C=1C=C2C(=NN(C2=CC1)C(C1=CC=CC=C1)(C1=CC=CC=C1)C1=CC=CC=C1)NC(=O)[C@@H]1CC[C@H](CC1)CNC(OC(C)(C)C)=O